3-(3-(1-cyano-1-(2-(2-fluoro-5-((4,6,7-trifluoro-1H-indol-5-yl)oxy)phenyl)-1H-imidazol-4-yl)ethyl-2,2,2-d3)-5-fluorophenyl)propanoic acid C(#N)C(C([2H])([2H])[2H])(C=1N=C(NC1)C1=C(C=CC(=C1)OC=1C(=C2C=CNC2=C(C1F)F)F)F)C=1C=C(C=C(C1)F)CCC(=O)O